trans-4-(((trans-4-(3-Cyano-4-methoxyphenyl)cyclohexyl)methyl)(4-(2-cyclopropyloxazol-4-yl)pyridine-2-yl)carbamoyl)cyclohexyl 3-hydroxyazetidine-1-carboxylate OC1CN(C1)C(=O)O[C@@H]1CC[C@H](CC1)C(N(C1=NC=CC(=C1)C=1N=C(OC1)C1CC1)C[C@@H]1CC[C@H](CC1)C1=CC(=C(C=C1)OC)C#N)=O